5-bromo-1-(4-methylbenzenesulfonyl)pyrazolo[4,3-d][1,3]thiazole BrC=1SC2=C(N1)C=NN2S(=O)(=O)C2=CC=C(C=C2)C